C(CCCCCCC)/C(/C(=O)[O-])=C/C(=O)[O-].C(CCCCCCC)/C(/C(=O)[O-])=C/C(=O)[O-].C(CCCCCCC)[Sn+4]CCCCCCCC dioctyltin bis(octyl maleate)